(R)-4-(2-amino-4-ethylphenyl)-3-butyn-2-ol NC1=C(C=CC(=C1)CC)C#C[C@@H](C)O